FC=1C(=CC(=NC1)OC)[C@H](C(=O)N1CC2(CC1)NC1=NC(=C(C=C1CC2)C=2C=NN(C2)C)C)C (2R)-2-(5-Fluoro-2-methoxypyridin-4-yl)-1-[7-methyl-6-(1-methyl-1H-pyrazol-4-yl)-3,4-dihydro-1H-spiro[1,8-naphthyridin-2,3'-pyrrolidin]-1'-yl]propan-1-on